BrC1=CC=2N(C3=CC(=CC=C3C2C=C1)Br)C1=CC=C(C=C1)OC 2,7-dibromo-9-p-methoxyphenyl-9H-carbazole